C(C)(=O)C1=CN(C2=CC(=CC=C12)C(=O)N=[N+]=[N-])CC(=O)N(C1CC1)CC(=O)NCC1=C(C(=CC=C1)Cl)F 3-acetyl-1-(2-((2-((3-chloro-2-fluorophenylmethyl)amino)-2-oxoethyl)(cyclopropyl)amino)-2-oxoethyl)-1H-indole-6-carbonyl azide